2,2,11,11-tetramethyldodecane-1,12-diol CC(CO)(CCCCCCCCC(CO)(C)C)C